2-(hexamethyleneimino)ethylmethacrylamide N1(CCCCCC1)CCC=C(C(=O)N)C